S(=O)(=O)(C([18F])(F)F)F [18F]Triflylfluoride